(M)-tyrosine N[C@@H](CC1=CC=C(C=C1)O)C(=O)O